9,9',9'',9'''-(4-(3-(2,6-diphenylpyrimidin-4-yl)phenyl)pyridine-2,3,5,6-tetrayl)tetrakis(3,6-dimethyl-9H-carbazole) C1(=CC=CC=C1)C1=NC(=CC(=N1)C=1C=C(C=CC1)C1=C(C(=NC(=C1N1C2=CC=C(C=C2C=2C=C(C=CC12)C)C)N1C2=CC=C(C=C2C=2C=C(C=CC12)C)C)N1C2=CC=C(C=C2C=2C=C(C=CC12)C)C)N1C2=CC=C(C=C2C=2C=C(C=CC12)C)C)C1=CC=CC=C1